C(C1=CC=CC=C1)N1N=C2C(N(CCC2=C1Cl)C1C(NC2=C(OC1)C=CC(=N2)Br)=O)=O 3-(2-benzyl-3-chloro-7-oxo-2,4,5,7-tetrahydro-6H-pyrazolo[3,4-c]pyridin-6-yl)-7-bromo-2,3-dihydropyrido[3,2-b][1,4]oxazepin-4(5H)-one